2-(2-hydroxy-1,1-dimethylethyl)-5-hydroxymethyl-5-ethyl-1,3-dioxane diacrylate C(C=C)(=O)O.C(C=C)(=O)O.OCC(C)(C)C1OCC(CO1)(CC)CO